CN1CCN(CC1=O)C(=O)[O-] 4-methyl-5-oxopiperazine-1-carboxylate